COC(NCC(C1=CC=CC=C1)C=1C=NN(C1C)C)=O [2-(1,5-dimethylpyrazol-4-yl)-2-phenyl-ethyl]carbamic acid methyl ester